C(C)O[Si](OCC)(OCC)CN1CCOCC1 4-(Triethoxysilylmethyl)tetrahydro-1,4-oxazin